(E)-N-(4-(4-(1H-1,2,3-triazol-1-yl)butyl)phenyl)-2-(4-(trifluoromethyl)styryl)oxazole-4-carboxamide N1(N=NC=C1)CCCCC1=CC=C(C=C1)NC(=O)C=1N=C(OC1)\C=C\C1=CC=C(C=C1)C(F)(F)F